C1(CCC2=NC=CC=C12)NC=1N=CN=C2C=C(SC12)C=1C(=C(N=C2C(CS(C12)(=O)=O)C(C)C)CCC1OCCC1)C=1OC(=NN1)C N-(R)-4-aza-1-indanyl(2-(3-isopropyl-6-(5-methyl-1,3,4-oxadiazol-2-yl)-1,1-dioxo-5-[2-(tetrahydro-2-furyl)ethyl]-1λ6-thia-4-aza-7-indanyl)-1-thia-4,6-diaza-7-indenyl)amine